2,2,5-trimethyl-5-pentyl-1-cyclopentanone CC1(C(C(CC1)(CCCCC)C)=O)C